FC=1C=CC(=C(C1)S(=O)(=O)NC=1C=NC=2CCN(CC2C1)C(=O)OCC)OC ethyl 3-((5-fluoro-2-methoxyphenyl)sulfonamido)-7,8-dihydro-1,6-naphthyridine-6(5H)-carboxylate